rac-Methyl 4-(1-(3-amino-6-(2-hydroxyphenyl)pyridazin-4-yl)-4,4-difluoropiperidin-3-yl)-3-methylbenzoate NC=1N=NC(=CC1N1C[C@H](C(CC1)(F)F)C1=C(C=C(C(=O)OC)C=C1)C)C1=C(C=CC=C1)O |r|